FC(C=1C=C(C=C(C1)C(F)(F)F)C1=NN(C=N1)C1=C(N=NN1C1=CC=CC=C1)C=O)(F)F 5-(3-(3,5-bis(trifluoromethyl)phenyl)-1H-1,2,4-triazol-1-yl)-1-phenyl-1H-1,2,3-triazole-4-carbaldehyde